ClC1=CC=C2C(=N1)C(=CN2)NC2=NC1=C(N2C)C=CC(=C1)OC N-(5-Chloro-1H-pyrrolo[3,2-b]pyridin-3-yl)-5-methoxy-1-methyl-1H-benzo[d]imidazol-2-amine